5-(((2S,3S)-3-((3,5-bis(trifluoromethyl)benzyl)oxy)-2-(4-hydroxyphenyl)piperidin-1-yl)methyl)-1H-1,2,4-triazol-3(2H)-one FC(C=1C=C(CO[C@@H]2[C@@H](N(CCC2)CC2=NC(NN2)=O)C2=CC=C(C=C2)O)C=C(C1)C(F)(F)F)(F)F